6-chloro-1-methyl-1H-indol ClC1=CC=C2C=CN(C2=C1)C